(2R,4R)-1-(3-chloro-2-fluorobenzyl)-2-ethyl-4-((5-fluoro-6-(1-hydroxycyclopropyl)-2-((5-methyl-1H-pyrazol-3-yl)amino)pyrimidin-4-yl)methyl)piperidine-4-carboxylic acid ClC=1C(=C(CN2[C@@H](C[C@@](CC2)(C(=O)O)CC2=NC(=NC(=C2F)C2(CC2)O)NC2=NNC(=C2)C)CC)C=CC1)F